2-methyl-9-(2-ethylhexyl-oxy)anthracene CC1=CC2=C(C3=CC=CC=C3C=C2C=C1)OCC(CCCC)CC